tert-butyl-3-((6-((tert-butoxycarbonyl)(4,4-difluorocyclohexyl)amino)-2-(methylsulfonyl)pyrimidin-4-yl)oxy)azetidine-1-carboxylate C(C)(C)(C)OC(=O)N1CC(C1)OC1=NC(=NC(=C1)N(C1CCC(CC1)(F)F)C(=O)OC(C)(C)C)S(=O)(=O)C